ClC=1C(=C(NC=2C(=NC(=C(N2)NC)C=2C3=C(C=NC2)N(C=N3)C)C(=O)N)C=CC1N1CCOCC1)F 3-(3-Chloro-2-fluoro-4-morpholino-anilino)-5-(methylamino)-6-(3-methylimidazo[4,5-c]pyridin-7-yl)pyrazine-2-carboxamide